1-Undecyl-3-Methylpiperidinium triflat [O-]S(=O)(=O)C(F)(F)F.C(CCCCCCCCCC)[NH+]1CC(CCC1)C